3-(3-CHLOROPYRIDIN-2-YL)-4-(TRIFLUORO-METHYL)ISOTHIAZOLE-5-CARBOXYLIC ACID ClC=1C(=NC=CC1)C1=NSC(=C1C(F)(F)F)C(=O)O